1-(2-(3-tert-butylphenoxy)pyridin-3-yl)-3-(3,4-dichlorophenyl)urea C(C)(C)(C)C=1C=C(OC2=NC=CC=C2NC(=O)NC2=CC(=C(C=C2)Cl)Cl)C=CC1